NC(CC(=O)O)C(NC(CC1=CC=CC=C1)CC(=O)OCC)=O 3-Amino-3-[(4-ethoxy-4-oxo-1-phenylbutan-2-yl)carbamoyl]propanoic acid